C(C)(C)(C)OC(=O)N1CCC(CC1)C=1C=C2C=CNC2=CC1F 4-(6-fluoro-1H-indol-5-yl)piperidine-1-carboxylic acid tert-butyl ester